ClC1=CC(=NC(=C1)Cl)C(C)=O 1-(4,6-Dichloropyridin-2-yl)ethane-1-one